2-oxo-2-(2,4,5-trichlorothiophen-3-yl)acetic acid O=C(C(=O)O)C1=C(SC(=C1Cl)Cl)Cl